3-(2-Chloropyrimidin-4-yl)-1-(oxetan-3-yl)-1H-indole ClC1=NC=CC(=N1)C1=CN(C2=CC=CC=C12)C1COC1